ClC=1C=C2CCC[C@]3(COC4=CC=C5C(NS(C\C=C/CCC[C@@H]6CC[C@H]6CN(C3)C4=C5)(=O)=O)=O)C2=CC1 (1S,3'R,6'R,10'Z)-6-CHLORO-3,4-DIHYDRO-2H,15'H-SPIRO[NAPHTHALENE-1,22'-[20]OXA[13]THIA[1,14]DIAZATETRACYCLO[14.7.2.03,6.019,24]PENTACOSA[10,16,18,24]TETRAEN]-15'-ONE 13',13'-DIOXIDE